6-(3-chlorophenyl)-3-(3,4-dimethoxyphenyl)pyrazolo[1,5-a]pyrimidin-7-amine ClC=1C=C(C=CC1)C=1C=NC=2N(C1N)N=CC2C2=CC(=C(C=C2)OC)OC